5-bromo-1-((E)-3-((2R,3S)-3-hydroxypiperidin-2-yl)allyl)-1H-indole-3-carboxylic acid methyl ester COC(=O)C1=CN(C2=CC=C(C=C12)Br)C\C=C\[C@H]1NCCC[C@@H]1O